N1N=CC2=C(C=CC=C12)CN1N=CC2=C(C1=O)N(C1=C2SC(=N1)CC=1N=CSC1CO)C 6-((1H-indazol-4-yl)methyl)-2-((5-(hydroxymethyl)thiazol-4-yl)methyl)-4-methyl-4,6-dihydro-5H-thiazolo[5',4':4,5]pyrrolo[2,3-d]pyridazin-5-one